CCCCCCCCCCCCCCCC(=O)OCC(CCCCCCCCCCCCCC)OC(=O)CCCCCCCCCCCCCCC The molecule is a wax ester resulting from the formal condensation of both the hydroxy groups of hexadecane-1,2-diol with two molecules of palmitic acid. It is a hexadecanoate ester and a wax ester. It derives from a hexadecanoic acid and a 1,2-hexadecanediol.